CN(C(OC(C)(C)C)=O)CC=1NC2=CC(=C(C=C2C1)C)C(NC1(CC1)C1=CC=CC2=CC=CC=C12)=O tert-Butyl methyl((5-methyl-6-((1-(naphthalen-1-yl)cyclopropyl)carbamoyl)-1H-indol-2-yl)methyl)carbamate